C(C(C)C)(=O)OC1=C(C=C(C=C1)\C=C\C(=O)NCC1=CC(=CC=C1)Cl)OC (E)-4-(3-((3-chlorobenzyl) amino)-3-oxoprop-1-en-1-yl)-2-methoxyphenyl isobutyrate